2-{[2-(dimethylamino)ethyl]amino}-N-[7-methoxy-8-(3-morpholin-4-ylpropoxy)-2,3-dihydroimidazo[1,2-c]quinazolin-5-yl]pyrimidine-5-carboxamide CN(CCNC1=NC=C(C=N1)C(=O)NC1=NC=2C(=C(C=CC2C=2N1CCN2)OCCCN2CCOCC2)OC)C